7-(5H-Imidazo[5,1-a]isoindol-5-yl)-5,6,7,8-tetrahydrochinolin-8-ol C=1N=CN2C1C1=CC=CC=C1C2C2CCC=1C=CC=NC1C2O